C(C1=CC=CC=C1)OC(=O)N1[C@H](CN([C@@H](C1)CC)C(C(=O)OCC)C1=CC=C(C=C1)C(F)(F)F)C.COC(=O)C[S+](C1=CC=CC=C1)CC(=O)OC bis(methoxycarbonylmethyl)phenylsulfonium Benzyl-(2S,5R)-4-(2-ethoxy-2-oxo-1-(4-(trifluoromethyl)phenyl)ethyl)-5-ethyl-2-methylpiperazine-1-carboxylate